BrC=1C=C(C(=NC1OC(COCCC)C)C)C(C(=O)NCC)C [5-bromo-6-(1-methyl-2-propoxyethoxy)-2-methylpyridin-3-yl]-N-ethylmethylethanamide